5-fluoro-N-hydroxy-6-(methyl(1-phenylcyclopropyl)amino)nicotinamide FC=1C(=NC=C(C(=O)NO)C1)N(C1(CC1)C1=CC=CC=C1)C